N-(4-(dimethyl-9H-fluoren-1-yl)phenyl)-[1,1'-biphenyl]-4-amine CC1(C2=CC=CC=C2C=2C=CC=C(C12)C1=CC=C(C=C1)NC1=CC=C(C=C1)C1=CC=CC=C1)C